2-decyl-7-phenyl-[1]benzothiophene C(CCCCCCCCC)C=1SC2=C(C1)C=CC=C2C2=CC=CC=C2